O=C1N[C@@]2(C(N1)=O)CN(CC2)C2=NC=CC(=N2)C2=NC1=CC(=NC=C1C=C2)CNC(C2=CN=C(C(=C2)S(=O)(=O)C)C)=O (R)-N-((2-(2-(2,4-dioxo-1,3,7-triazaspiro[4.4]nonan-7-yl)pyrimidin-4-yl)-1,6-naphthyridin-7-yl)methyl)-6-methyl-5-(methylsulfonyl)nicotinamide